ClC=1C(=C(CN2[C@@H](CC(CC2)(C(=O)O)CC2=NC(=CC=C2F)NC2=NNC(=C2)C)CC)C=CC1)F (2R)-1-(3-chloro-2-fluorobenzyl)-2-ethyl-4-((3-fluoro-6-((5-methyl-1H-pyrazol-3-yl)amino)pyridin-2-yl)methyl)piperidine-4-carboxylic acid